2'-chloro-N-(5-(6-chloro-5-(trifluoromethyl)picolinoyl)-5,6-dihydro-4H-pyrrolo[3,4-d]thiazol-2-yl)-5'-methoxy-6-methyl-[4,4'-bipyridine]-3-carboxamide ClC1=NC=C(C(=C1)C1=C(C=NC(=C1)C)C(=O)NC=1SC2=C(N1)CN(C2)C(C2=NC(=C(C=C2)C(F)(F)F)Cl)=O)OC